butane terephthalate C(C1=CC=C(C(=O)O)C=C1)(=O)O.CCCC